4-bromo-2-(4-chlorophenyl)-1H-pyrrole-3-carbonitrile BrC=1C(=C(NC1)C1=CC=C(C=C1)Cl)C#N